C(C1=CC=CC=C1)OC1=CC=C(C=C1)N1C(NN=C1C=1N=C2N(C=CC(=C2)Cl)C1)=S 4-(4-(benzyloxy)phenyl)-5-(7-chloroimidazo[1,2-a]pyridin-2-yl)-2,4-dihydro-3H-1,2,4-triazole-3-thione